Cl.C1(CCC(CC1)N)N cyclohexane-1,4-diamine hydrochloride